2-(tetrahydro-2H-pyran-4-yl)-6-((tetrahydrofuran-3-yl)oxy)-2H-indazole-5-carboxylic acid methyl-2-(tetrahydro-2H-pyran-4-yl)-6-((tetrahydrofuran-3-yl)oxy)-2H-indazole-5-carboxylate COC(=O)C1=CC2=CN(N=C2C=C1OC1COCC1)C1CCOCC1.O1CCC(CC1)N1N=C2C=C(C(=CC2=C1)C(=O)O)OC1COCC1